NC=1C=CC(=C(C1)NC(C)=O)N1C[C@H](CC1)N(C)C (S)-N-(5-amino-2-(3-(dimethylamino)pyrrolidin-1-yl)phenyl)acetamide